(3R)-3-amino-5-[(4-chlorophenyl)methyl]-7-[5-(6,6-difluoro-2-azaspiro[3.3]heptan-2-yl)-1,3,4-oxadiazol-2-yl]-8-fluoro-1,1-dioxo-2,3-dihydro-1lambda6,5-benzothiazepin-4-one N[C@H]1CS(C2=C(N(C1=O)CC1=CC=C(C=C1)Cl)C=C(C(=C2)F)C=2OC(=NN2)N2CC1(C2)CC(C1)(F)F)(=O)=O